[N+](=O)([O-])C=1C=CC(=NC1)N1CCN(CC1)CCC(F)(F)F 1-(5-nitropyridin-2-yl)-4-(3,3,3-trifluoropropyl)piperazine